C(C1CO1)OCCCC[Si](OC)(OC)OC glycidoxybutyl-trimethoxysilane